(1s,4s)-4-(8-(2,4-dichlorophenylamino)-2-(4,4-difluorocyclohexylamino)-9H-purin-9-yl)cyclohexanecarboxamide ClC1=C(C=CC(=C1)Cl)NC=1N(C2=NC(=NC=C2N1)NC1CCC(CC1)(F)F)C1CCC(CC1)C(=O)N